(±)-4-(2-methylbutyl)phenyl-4-propylbenzoate C[C@@H](CC1=CC=C(C=C1)OC(C1=CC=C(C=C1)CCC)=O)CC |r|